Cl.C(=O)(O)CON O-(carboxymethyl)hydroxylamine hydrochloride